C12CN(CC(O1)C2)C2=NC=1N(C=C2)N=CC1C(=O)O 5-(6-oxa-3-azabicyclo[3.1.1]heptan-3-yl)pyrazolo[1,5-a]pyrimidine-3-carboxylic acid